C(C1=CC=CC=C1)N1CC(CCC1)C1=NC=2N(C=C1)N=C(C2COC2=CC=CC=C2)C (1-Benzylpiperidin-3-yl)-2-methyl-3-(phenoxymethyl)pyrazolo[1,5-a]pyrimidine